C(C=C)[Pd-](Cl)Cl allyl-palladium (ii) dichloride